CNC1=CC=2N(C(C(=C(N2)C(F)(F)F)C=2C=NN(C2)CC(C(F)(F)F)(F)F)=O)C=C1 8-(methylamino)-3-(1-(2,2,3,3,3-pentafluoropropyl)-1H-pyrazol-4-yl)-2-(trifluoromethyl)-4H-pyrido[1,2-a]pyrimidin-4-one